(1S,3R)-3-amino-N-[4-(7-fluoro-3-isopropyl-2-methyl-indazol-5-yl)-5-methyl-2-pyridyl]cyclohexanecarboxamide N[C@H]1C[C@H](CCC1)C(=O)NC1=NC=C(C(=C1)C1=CC2=C(N(N=C2C(=C1)F)C)C(C)C)C